N-(5-((6-((R)-3-(3-ethynylphenyl)-isoxazolidine-2-yl)pyrimidine-4-yl)amino)-4-methoxy-2-(4-(4-methylpiperazine-1-yl)piperidine-1-yl)phenyl)acrylamide C(#C)C=1C=C(C=CC1)[C@@H]1N(OCC1)C1=CC(=NC=N1)NC=1C(=CC(=C(C1)NC(C=C)=O)N1CCC(CC1)N1CCN(CC1)C)OC